N1,N2-di-tert-pentylethane-1,2-diamine C(C)(C)(CC)NCCNC(C)(C)CC